FC(COC1=CN=C(S1)COC1=CC=CC(=N1)C1=CC(=C(CC2=NC3=C(N2C[C@H]2OCC2)C=C(C=C3)C(=O)O)C=C1F)F)F (S)-2-(4-(6-((5-(2,2-difluoroethoxy)thiazol-2-yl)methoxy)pyridin-2-yl)-2,5-difluorobenzyl)-1-(oxetan-2-ylmethyl)-1H-benzo[d]imidazole-6-carboxylic acid